BrC=1C(=NN(C1)C)OC=1C=CC(=C(C1)C(C(=O)OC(C)(C)C)O)F tert-butyl 2-{5-[(4-bromo-1-methylpyrazol-3-yl)oxy]-2-fluorophenyl}-2-hydroxyacetate